[2H]C(C(N(C)CC)([2H])[2H])([2H])C1=CNC=2C=CC=C(C12)O 3-(1,1,2,2-Tetradeuterio-2-[ethyl(methyl)amino]ethyl)-1H-indol-4-ol